7-fluoro-N-hydroxy-1H,2H,3H-benzo[b]pyrrolizine-9-carboximidamide FC=1C=CC2=C(C(=C3CCCN23)C(NO)=N)C1